CC1=CN=C2N1N=C(C=C2)C2=C(N)C=CC=C2 2-(3-methylimidazo[1,2-b]pyridazin-6-yl)aniline